BrC=1C(=NC2=CC(=CC=C2C1)F)N1C[C@H](CC1)N(C(C(C)C)=O)CC N-[(3s)-1-(3-bromo-7-fluoroquinolin-2-yl)pyrrolidin-3-yl]-N-ethyl-2-methylpropanamide